sodium 4-hydroxydodecanoate OC(CCC(=O)[O-])CCCCCCCC.[Na+]